NN([C@@H](C)C(=O)O)C1=CC=CC=C1 aminophenyl-alanine